3a,4,7,7a-tetrahydro-4,7-ethanoisobenzofuran-1,3-dione C1(OC(C2C3C=CC(C12)CC3)=O)=O